(2R,3R,4R,5S)-2-(6-bromo-1H-benzo[d]imidazol-2-yl)-5-((4-(trifluoromethyl)pyrimidin-2-yl)amino)tetrahydro-2H-pyran-3,4-diol BrC=1C=CC2=C(NC(=N2)[C@H]2OC[C@@H]([C@H]([C@H]2O)O)NC2=NC=CC(=N2)C(F)(F)F)C1